2-bromo-1-(3-chloro-2-fluorophenyl)ethan-1-one methyl-5-(1-(adamantan-1-ylmethyl)-5-methyl-1H-pyrazol-4-yl)-3,3-dimethylindoline-4-carboxylate COC(=O)C=1C=2C(CNC2C=CC1C=1C=NN(C1C)CC12CC3CC(CC(C1)C3)C2)(C)C.BrCC(=O)C2=C(C(=CC=C2)Cl)F